N,N'-dimethyl-N,N'-dibutyl-malonamide CN(C(CC(=O)N(CCCC)C)=O)CCCC